bis[(2,3,4,5,6-pentafluorophenyl)sulfanyl]-sulfido-thioxophosphane FC1=C(C(=C(C(=C1F)F)F)F)SP(=S)([S-])SC1=C(C(=C(C(=C1F)F)F)F)F